6-fluoro-4-(hydroxymethyl)-N-methyl-1H-indole-2-carboxamide FC1=CC(=C2C=C(NC2=C1)C(=O)NC)CO